N-(3,4-dimethoxyphenyl-ethyl)acrylamide COC=1C=C(C=CC1OC)CCNC(C=C)=O